BrC1=C(C=C(C=C1)OCOC)OC 1-bromo-2-methoxy-4-(methoxymethoxy)benzene